6-bromo-N-((6-methylpyridin-3-yl)methyl)pyrido[2,3]pyrimidin-4-amine BrC=1C=CC2=C(C(=NC=N2)NCC=2C=NC(=CC2)C)N1